2-(trimethylsilyl)ethyl (1R,5S,6r)-6-[(E)-(hydroxyimino)methyl]-3-azabicyclo[3.1.0]hexane-3-carboxylate O\N=C\C1[C@H]2CN(C[C@@H]12)C(=O)OCC[Si](C)(C)C